[Cu].ClC=1C(=NC(=NC1)NC1=CN(C(C=C1)=O)C)C1=CC=C2CN(C(C2=C1)=O)CC(=O)N[C@H](CO)C1=CC(=CC=C1)C 2-(6-{5-chloro-2-[(1-methyl-6-oxo-1,6-dihydropyridin-3-yl)amino]pyrimidin-4-yl}-1-oxo-2,3-dihydro-1H-isoindol-2-yl)-N-[(1S)-2-hydroxy-1-(3-methylphenyl)ethyl]acetamide copper